5-cyclopentyl-1-methyl-4-[6-methyl-1-(4-methylbenzenesulfonyl)-7-oxo-2-phenylpyrrolo[2,3-c]pyridin-4-yl]pyridin-2-one C1(CCCC1)C=1C(=CC(N(C1)C)=O)C=1C2=C(C(N(C1)C)=O)N(C(=C2)C2=CC=CC=C2)S(=O)(=O)C2=CC=C(C=C2)C